CC(C)(C)C=1C=C(C=C(C1O)C(C)(C)C)CP(OCC)(OCC)=O diethyl [(3,5-bis(1,1-dimethylethyl)-4-hydroxyphenyl)methyl]phosphonate